OS(=O)(=O)C(F)(F)F.C(CCCCC)(=O)OCC1=CC=CC=C1 Benzyl caproate triflate